COC1=CC(=C(C=C1NC1=NC=NC(=C1)N1OCC[C@@H]1C1=CC(=CC=C1)C(F)(F)F)NC(C=C)=O)N1CCC(CC1)N1CCOCC1 N-(4-methoxy-2-(4-morpholinopiperidine-1-yl)-5-((6-((R)-3-(3-(trifluoromethyl)phenyl)isoxazolidine-2-yl)pyrimidine-4-yl)amino)phenyl)acrylamide